2,2,6,6-tetramethyl-4-piperidinyl-1,3-benzenedicarboxyamide chlorine [Cl].CC1(C(C(C=C(C1CC(=O)N)N1CCCCC1)(C)C)CC(=O)N)C